N-(((3R,4R,5R,6R)-4,5-bis(benzyl-oxy)-6-((benzyloxy)methyl)tetrahydro-2H-pyran-3-yl)methyl)-3-chloro-1,2,4-thiadiazol-5-amine C(C1=CC=CC=C1)O[C@@H]1[C@@H](CO[C@@H]([C@@H]1OCC1=CC=CC=C1)COCC1=CC=CC=C1)CNC1=NC(=NS1)Cl